2,4-bis(phenylsulfonyl)phenol C1(=CC=CC=C1)S(=O)(=O)C1=C(C=CC(=C1)S(=O)(=O)C1=CC=CC=C1)O